glycerine tris(3-mercaptopropionate) SCCC(=O)OCC(OC(CCS)=O)COC(CCS)=O